tri-tert-butyl-(hydroxymethyl)tin C(C)(C)(C)[Sn](CO)(C(C)(C)C)C(C)(C)C